C(C)(C)NC(=O)C1=CC(=NC2=CC=CN=C12)C1=CC=C(C=C1)NC(OC1=CC=CC=C1)=O Phenyl (4-(4-(isopropylcarbamoyl)-1,5-naphthyridin-2-yl)phenyl)carbamate